C1C2=CC3CCCN3C21 hexahydrocyclopropa[b]pyrrolizine